pyrrolidin-3-yl-acetamide N1CC(CC1)CC(=O)N